N-[(1S)-1-(4,4-difluorocyclohexyl)-2-[4-(3,5-dimethyl-1H-pyrazol-4-yl)anilino]-2-oxo-ethyl]-2-ethyl-pyrazole-3-carboxamide FC1(CCC(CC1)[C@@H](C(=O)NC1=CC=C(C=C1)C=1C(=NNC1C)C)NC(=O)C=1N(N=CC1)CC)F